[N+](=O)(O)[O-].N[C@@H](CCCN)C(=O)O Ornithine Nitrate